(R)-2-amino-3-(trimethylsilyl)propionic acid hydrochloride Cl.N[C@H](C(=O)O)C[Si](C)(C)C